2-(2-phenylethyl)-chromone C1(=CC=CC=C1)CCC=1OC2=CC=CC=C2C(C1)=O